FCCCN1CC(C1)CC1=CC=C(C=C1)C1=C(C(CCC2=C1C=CC(=C2)C(=O)O)C)C2=CC(=CC=C2)C(F)(F)F 9-(4-((1-(3-fluoropropyl)azetidin-3-yl)methyl)phenyl)-7-methyl-8-(3-(trifluoromethyl)phenyl)-6,7-dihydro-5H-benzo[7]annulene-3-carboxylic acid